1-(4-(3-((2-(trifluoromethyl)pyrimidin-5-yl)oxy)pyrazin-2-yl)piperazin-1-yl)prop-2-en-1-one FC(C1=NC=C(C=N1)OC=1C(=NC=CN1)N1CCN(CC1)C(C=C)=O)(F)F